p-phenylenediamine iodide [I-].C1(=CC=C(C=C1)N)N